N1OC(NCO1)C1OC2=CC=CC(=C2O1)NCCOCCOCCOCCOCCC 1-((2-(2,6-dioxapiperazin-3-yl)-1,3-dioxaindol-4-yl)amino)-3,6,9,12-tetraoxapentadecane